FC(C=1C=CC(=NC1)OC(OC1=NC=C(C=C1)C(F)(F)F)C(=S)C(OC1=NC=C(C=C1)C(F)(F)F)OC1=NC=C(C=C1)C(F)(F)F)(F)F bis[(5-trifluoromethylpyridin-2-yl)oxy]methylthioketone